NC1=NC=NN2C1=CC(=C2C=2C=CC(N(C2)[C@@H]2CN(C[C@@H]2F)C(=O)C2CC(C2)(F)F)OC)F 5-{4-amino-6-fluoropyrrolo[2,1-f][1,2,4]triazin-7-yl}-N-[(3R,4S)-1-(3,3-difluorocyclobutane-carbonyl)-4-fluoropyrrolidin-3-yl]-2-methoxypyridine